tert-Butyl-Phenol C(C)(C)(C)C1=C(C=CC=C1)O